3-(4-(5-carbamoylpyridin-2-yl)thiazol-2-yl)propanoate C(N)(=O)C=1C=CC(=NC1)C=1N=C(SC1)CCC(=O)[O-]